CC(C[Li])(C=C)C (2,2-dimethylbut-3-en-1-yl)lithium